(1S,3aR,6aS)-2-(1H-1,3-benzodiazole-2-carbonyl)-hexahydro-1H-cyclopenta[c]pyrrole-1-carboxylic acid N1C(=NC2=C1C=CC=C2)C(=O)N2[C@@H]([C@@H]1[C@H](C2)CCC1)C(=O)O